quinazolin-4-amine dihydrochloride Cl.Cl.N1=CN=C(C2=CC=CC=C12)N